P(=O)(OF)(OF)OF (trifluoro) phosphate